C(C)(C)(C)[C@@]1(C(N(CC[C@H]1C1=CC=C(C=C1)OC)C(=O)O[C@@H]1[C@H](CN(CC1)S(=O)(=O)C1CC1)[C@@H]1N2C(C3=CC=CC=C13)=CN=C2)=O)C (3R,4S)-1-(cyclopropylsulfonyl)-3-((S)-5H-imidazo[5,1-a]Isoindol-5-yl)piperidin-4-ol tert-butyl-(3R,4S)-4-(4-methoxyphenyl)-3-methyl-2-oxopiperidine-1-carboxylate